BrC1=C(N(C=2CCCCC12)CC1=CC(=CC=C1)C(F)(F)F)C(=O)N 3-bromo-1-(3-(trifluoromethyl)benzyl)-4,5,6,7-tetrahydro-1H-indole-2-carboxamide